NC(CCN(C([C@H](F)Cl)=O)NC(=O)[C@H](CC(C)C)NC(=O)C=1N=C(SC1)C)=O N-[(1S)-1-[[(3-amino-3-oxo-propyl)-[(2R)-2-chloro-2-fluoro-acetyl]amino]carbamoyl]-3-methyl-butyl]-2-methyl-thiazole-4-carboxamide